COC=1C=C(COC(=O)N2CCN(CC2)CC(=O)N(CC2=CC=C(C=C2)OC)CC2=CC=C(C=C2)OC)C=CC1 4-(2-(bis(4-methoxybenzyl)amino)-2-oxoethyl)piperazine-1-carboxylic acid 3-methoxybenzyl ester